1-((3-chloro-4-(6-(4-(pyridin-2-yloxy)piperidin-1-yl)pyridin-3-yl)pyrazolo[1,5-a]pyridin-6-yl)oxy)-2-methylpropan-2-ol ClC=1C=NN2C1C(=CC(=C2)OCC(C)(O)C)C=2C=NC(=CC2)N2CCC(CC2)OC2=NC=CC=C2